O=C1NC(CCC1N1C(C2=CC=CC(=C2C1=O)CCCO)=O)=O 2-(2,6-dioxopiperidin-3-yl)-4-(3-hydroxypropyl)isoindoline-1,3-dione